oxirane carbamate C(N)(O)=O.O1CC1